ClC1=CC=C(CN2CC(CCC2)C2=CC=NC=3N2N=C(C3C=3C(=NOC3C)C)C)C=C1 4-(7-(1-(4-Chlorobenzyl)piperidin-3-yl)-2-methylpyrazolo[1,5-a]pyrimidin-3-yl)-3,5-dimethylisoxazole